C1(=CC=CC=C1)C1=NC(=NC(=N1)C=1C=C2C=3C=C(C=CC3N(C2=CC1)C=1C=NC(=NC1)C1=CC=CC=C1)N1C2=CC=CC=C2C=2C=CC=CC12)C=1C=C2C=3C=C(C=CC3N(C2=CC1)C=1C=NC(=NC1)C1=CC=CC=C1)N1C2=CC=CC=C2C=2C=CC=CC12 6,6''-(6-phenyl-1,3,5-triazine-2,4-diyl)bis(9-(2-phenylpyrimidin-5-yl)-9H-3,9'-bicarbazole)